CN1C(N(CC=2C1=NC(=NC2)NC2=CC=C(C=C2)N2CCN(CC2)C)[C@H]2CCNC1=CC=CC=C21)=O 1-methyl-7-[4-(4-methylpiperazin-1-yl)anilino]-3-[(4S)-1,2,3,4-tetrahydroquinolin-4-yl]-4H-pyrimido[4,5-d]pyrimidin-2-one